Isoquinolin-3-one C=1NC(C=C2C=CC=CC12)=O